C1(=CC=CC=C1)C=1C=C2C=NC=NC2=C(C1)C=1C=C(C=CC1)NC(C=C)=O N-(3-(6-phenylquinazolin-8-yl)phenyl)acrylamide